5-(azidomethyl)-5-(2-phenylmethoxyethyl)-1,3-oxazolidin-2-one N(=[N+]=[N-])CC1(CNC(O1)=O)CCOCC1=CC=CC=C1